p-guanylbenzoyl chloride hydrochloride Cl.C(N)(=N)C1=CC=C(C(=O)Cl)C=C1